S(=O)(=O)(O)CCC[N+]1=CC=C(C=C1)C=C 1-(3-Sulfopropyl)-4-vinylpyridinium